FC=1C=C(C=C(C1)F)N1C=C(C2=C1N=CN=C2N2C[C@H](N(CC2)C(=O)OC(C)(C)C)C)C2=NC=CC=C2 tert-butyl (R)-4-(7-(3,5-difluorophenyl)-5-(pyridin-2-yl)-7H-pyrrolo[2,3-d]pyrimidin-4-yl)-2-methylpiperazine-1-carboxylate